4-[(1E)-2-(1H-indol-3-yl)ethenyl]-1-methyl-pyridinium iodide [I-].N1C=C(C2=CC=CC=C12)/C=C/C1=CC=[N+](C=C1)C